C(#N)C1=CC=2N(N=C1)C(=CC2)C2=CC(=C(C=N2)C2=NN=C(S2)C(=O)N2C[C@H](CC2)NC(=O)C2CC2)NC(C)C (S)-N-(1-(5-(6-(3-cyanopyrrolo[1,2-b]pyridazin-7-yl)-4-(isopropylamino)pyridin-3-yl)-1,3,4-thiadiazole-2-carbonyl)pyrrolidin-3-yl)cyclopropanecarboxamide